BrC1=CC=C(O[C@H](C(=O)NS(=O)(=O)C)C(C)C)C=C1 (2S)-2-(4-bromophenoxy)-N-methanesulfonyl-3-methylbutanamide